N[C@@H]1[C@@H](OCC12CCN(CC2)C=2C(=NC(=C(N2)C)SC2=C(C(=NC=C2)OC2CC2)Cl)CO)C {3-[(3S,4S)-4-amino-3-methyl-2-oxa-8-azaspiro[4.5]decan-8-yl]-6-[(3-chloro-2-cyclopropoxypyridin-4-yl)sulfanyl]-5-methylpyrazin-2-yl}methanol